N-(5-(4-hydroxypiperidin-1-yl)-2-morpholinothiazolo[4,5-b]pyridin-6-yl)-2-(2-methylpyridin-4-yl)oxazole-4-carboxamide OC1CCN(CC1)C1=C(C=C2C(=N1)N=C(S2)N2CCOCC2)NC(=O)C=2N=C(OC2)C2=CC(=NC=C2)C